β-Homoglutamine N[C@@H](CCC(N)=O)CC(=O)O